Cl.CN(C(=N)N)CCCC1=CC=CC=C1 1-methyl-1-(3-phenylpropyl)guanidine hydrochloride